N-(1-(1H-indol-3-yl)-5-methylhexane-2-yl)-6-(4-methylpiperazine-1-yl)benzo[b]thiophene-2-carboxamide N1C=C(C2=CC=CC=C12)CC(CCC(C)C)NC(=O)C1=CC2=C(S1)C=C(C=C2)N2CCN(CC2)C